(E)-4-((1S,4S)-2,5-diazabicyclo[2.2.1]heptan-2-yl)-N-(3-(5-fluoro-4-(m-tolylamino)pyrimidin-2-ylamino)phenyl)but-2-enamide [C@@H]12N(C[C@@H](NC1)C2)C/C=C/C(=O)NC2=CC(=CC=C2)NC2=NC=C(C(=N2)NC=2C=C(C=CC2)C)F